2-(4-((4-(cyclopropylamino)-5-(trifluoromethyl)pyrimidin-2-yl)amino)-1H-pyrazolo[3,4-b]pyridin-1-yl)-2-methylpropanenitrile C1(CC1)NC1=NC(=NC=C1C(F)(F)F)NC1=C2C(=NC=C1)N(N=C2)C(C#N)(C)C